(dimethyl (4-vinylbenzyl) ammonio) propane-1-sulfonate C(CC)S(=O)(=O)O[N+](CC1=CC=C(C=C1)C=C)(C)C